C(C)(C)OC=1C=C2C(=NNC2=CC1)C1=NC=CC(=N1)C=1C(=NN(C1)CCC)C 1-[4-[2-(5-isopropoxy-1H-indazol-3-yl)pyrimidin-4-yl]-3-methyl-pyrazol-1-yl]propan